S(=O)(=O)(C)C=1C=C(C(OC)=CC1)NCC#CC1=CC(=C2C=CN(C2=C1)CC(F)(F)F)NC1C(CN(CC1)C)O 4-{6-[3-(4-mesyl-2-anisidino)-1-propynyl]-1-(2,2,2-trifluoroethyl)-4-indolylamino}-1-methyl-3-piperidinol